1-bromo-2-(bromomethyl)-3-methoxy-benzene BrC1=C(C(=CC=C1)OC)CBr